C1(CCCCC1)NC(C1=CC=C(C=C1)OC(C(=O)NC1=CC=C(C=C1)Cl)C)=O N-cyclohexyl-4-((1-((4-chlorophenyl)amino)-1-oxopropan-2-yl)oxy)benzamide